N-(5-chloro-4-(5,5-dimethyl-5,6-dihydro-4H-pyrrolo[1,2-b]pyrazol-3-yl)pyridin-2-yl)-2-(6-(2-hydroxypropan-2-yl)pyridin-2-yl)propionamide ClC=1C(=CC(=NC1)NC(C(C)C1=NC(=CC=C1)C(C)(C)O)=O)C1=C2N(N=C1)CC(C2)(C)C